C1(CCCCC1)C1C(CCCC1)C1CCCCC1 1,2-dicyclohexylcyclohexane